FC1=C(C=CC(=C1)F)C1N=CC(=N1)C(CC)N1C=C(C2=C1N=CN=C2N=CN(C)C)C=2C=NC(=NC2)C(F)(F)F N'-(7-(1-(2-(2,4-difluorophenyl)-2H-imidazol-4-yl)propyl)-5-(2-(trifluoromethyl)pyrimidin-5-yl)-7H-pyrrolo[2,3-d]pyrimidin-4-yl)-N,N-dimethylformimidamide